α-D-Psicofuranose OC[C@@]1(O)[C@H](O)[C@H](O)[C@H](O1)CO